6-fluoro-4-(3-(pyrrolidin-1-ylsulfonyl)phenyl)-1H-benzo[d]imidazole FC=1C=C(C2=C(NC=N2)C1)C1=CC(=CC=C1)S(=O)(=O)N1CCCC1